thiophosphoric acid di-n-butyl ester dodecylammonium salt C(CCCCCCCCCCC)[NH3+].C(CCC)OP(OCCCC)([O-])=S